potassium difluorosulfimide FS(=N)F.[K]